C(C)(C)(C)OC(=O)N1CCC(CC1)N1N=CC(=C1)C1=NC(=NC(=C1)C(F)(F)F)Cl.BrC=1C(=C(C(=C(N(CC2=CC=C(C=C2)OC)CC2=CC=C(C=C2)OC)C1)F)C)C(F)(F)F 5-bromo-2-fluoro-N,N-bis(4-methoxybenzyl)-3-methyl-4-(trifluoromethyl)aniline tert-butyl-4-[4-[2-chloro-6-(trifluoromethyl)pyrimidin-4-yl]pyrazol-1-yl]piperidine-1-carboxylate